FC1=CC=C(C=C1)C(CCNC(=O)C1CN(CCO1)C1=CC=C2C(=NNC2=C1)C(=O)NC)C 6-(2-{[3-(4-Fluorophenyl)butyl]carbamoyl}morpholin-4-yl)-N-methyl-1H-indazol-3-carboxamid